O=S1CCC(CC1)C(=O)OC methyl 1-oxo-1lambda4-thiane-4-carboxylate